FC1=C(C=C(C(=C1)C(CO)(C)C)O)CC(=O)NC1=CC(=NC=C1)C(=O)NC(CO)(C)C 4-[[2-[2-Fluoro-5-hydroxy-4-(2-hydroxy-1,1-dimethyl-ethyl)phenyl]acetyl]amino]-N-(2-hydroxy-1,1-dimethyl-ethyl)pyridine-2-carboxamide